O=C1CCC(=NN1)C1=CC=C(C#N)C=C1 4-(6-oxo-1,4,5,6-tetrahydropyridazin-3-yl)benzonitrile